O.N(=NC(C(=O)NCCC(=O)O)(C)C)C(C(=O)NCCC(=O)O)(C)C 2,2'-azobis[N-(2-carboxyethyl)-2-methylpropionamide] hydrate